ClC1=C(C=C(C=C1)NC(=O)[C@@H]1C([C@H]1C1=CC(=CC(=C1)Cl)Cl)(Cl)Cl)NC(C1=CC(=CC=C1)[N+](=O)[O-])=O |r| trans-rac-N-(2-chloro-5-(2,2-dichloro-3-(3,5-dichlorophenyl)cyclopropane-1-carboxamido)phenyl)-3-nitrobenzamide